C1(CC1)C([C@@H](C(NC1=NC(=C(C=C1)C=1C(=NC=CC1)C1CC1)F)=O)NC(=O)C=1N(N=CC1)C(C)C)C1CC1 N-[(1S)-2,2-dicyclopropyl-1-[[5-(2-cyclopropyl-3-pyridyl)-6-fluoro-2-pyridyl]carbamoyl]ethyl]-2-isopropyl-pyrazole-3-carboxamide